2-(2,4-difluorophenyl)-6-methyl-4-oxo-4H-chromene FC1=C(C=CC(=C1)F)C=1OC2=CC=C(C=C2C(C1)=O)C